C(C)OCC1(CCC(CC1)C1=C2N(N=C1CN(CCNC)C)CCC2)CC N1-((3-((1r,4r)-4-(ethoxymethyl)-4-ethylcyclohexyl)-5,6-dihydro-4H-pyrrolo[1,2-b]-pyrazol-2-yl)methyl)-N1,N2-dimethylethane-1,2-diamine